NC1=C(C=C(C=N1)NC(C(=O)N1[C@H](CC[C@@H](C1)C)C1=CC(=CC=C1)S(=O)(=O)C)=O)C (6-amino-5-methyl-3-pyridyl)-2-[(2R,5S)-5-methyl-2-(3-methylsulfonylphenyl)-1-piperidyl]-2-oxo-acetamide